FC(C(C(C(C(=C(C(C(F)(F)F)(F)F)C(C(F)(F)F)(C(F)(F)F)F)F)=O)(F)F)(F)F)(F)F perfluoro(6-isopropyl-5-octen-4-one)